2-chloro-N5-methyl-N4-[(1R)-1-[4-[1-methyl-4-(trifluoromethyl)imidazol-2-yl]phenyl]ethyl]pyrimidine-4,5-diamine ClC1=NC=C(C(=N1)N[C@H](C)C1=CC=C(C=C1)C=1N(C=C(N1)C(F)(F)F)C)NC